4-methoxyphenyl (R)-(1-(7-(1-acetyl-2,5-dihydro-1H-pyrrol-3-yl)-4-aminopyrrolo[2,1-f][1,2,4]triazin-5-yl)piperidin-3-yl)carbamate C(C)(=O)N1CC(=CC1)C1=CC(=C2C(=NC=NN21)N)N2C[C@@H](CCC2)NC(OC2=CC=C(C=C2)OC)=O